ClC=1C(=NC(=NC1)NC1CCOCC1)C1=CC=C2CN(C(C2=C1)=O)CC(=O)NCC1=CC(=CC=C1)C=1SC=CN1 2-(6-{5-chloro-2-[(oxan-4-yl)amino]pyrimidin-4-yl}-1-oxo-2,3-dihydro-1H-isoindol-2-yl)-N-{[3-(1,3-thiazol-2-yl)phenyl]methyl}acetamide